ClC1=C(C=CC(=C1)CNC)N1C=NC(=C1)C1=NC(=NC=C1C(F)(F)F)N[C@H]1[C@@H](CN(CC1)S(=O)(=O)C)F 4-(1-(2-Chloro-4-((methylamino)methyl)phenyl)-1H-imidazol-4-yl)-N-((3R,4R)-3-fluoro-1-(methylsulfonyl)piperidin-4-yl)-5-(trifluoromethyl)pyrimidin-2-amine